DELTA-TRIDECANOLACTONE C1(CCC(CCCCCCCCC)O1)=O